N1(CCOCC1)C1=CC(=C(C=C1)C1=C(N=C(S1)C=1C=NNC1)C(=O)N)N1CCCCC1 (4-morpholinyl-2-(piperidin-1-yl)phenyl)-2-(1H-pyrazol-4-yl)thiazole-4-carboxamide